C1N(CC2C1CNC2)C=2N=C(C1=C(N2)C=CO1)C 2-(hexahydropyrrolo[3,4-c]pyrrol-2(1H)-yl)-4-methylfuro[3,2-d]pyrimidine